N-(6-(5-chloropyridin-2-yl)thiazolo[4,5-b]pyrazin-2-yl)-4-(5-cyano-2-methoxyphenyl)-6-methylpyridine-3-carboxamide ClC=1C=CC(=NC1)C=1N=C2C(=NC1)N=C(S2)NC(=O)C=2C=NC(=CC2C2=C(C=CC(=C2)C#N)OC)C